2-(6-chloro-4-isopropyl-2,7-naphthyridin-1-yl)-5-methyl-1,3,4-oxadiazole ClC=1C=C2C(=CN=C(C2=CN1)C=1OC(=NN1)C)C(C)C